1-isopropylbenzotriazole-5-carbonitrile C(C)(C)N1N=NC2=C1C=CC(=C2)C#N